FC(C=1C=CC=2N(N1)C(=CN2)C2=CC(=NC=N2)N2C(CN(CC2)C(C)=O)C)F 1-(4-(6-(6-(Difluoromethyl)imidazo[1,2-b]pyridazin-3-yl)pyrimidin-4-yl)-3-methylpiperazin-1-yl)ethan-1-one